[Cl-].COC1=C(C=CC=C1)P(C1=CC=CC=C1)=O (2-methoxyphenyl)(phenyl)phosphine oxide chloride